3-amino-propan-1,2-diol NCC(CO)O